C1N(CC12CNC2)C(=O)N 2,6-diazaspiro[3.3]heptane-2-carboxamide